C(C1=CC=CC=C1)OC=1C(=NC(=CC1)Br)F 3-benzyloxy-6-bromo-2-fluoro-pyridine